3-acryloxyoctyl-methyl-diethoxysilane ethyl-2-(N-(4-((5-(4,4-difluoropiperidin-1-yl)imidazo[1,2-c]pyrimidin-7-yl)carbamoyl)-3-(4,4-dimethyl-1,4-azasilinan-1-yl)phenyl)sulfamoyl)acetate C(C)OC(CS(NC1=CC(=C(C=C1)C(NC1=CC=2N(C(=N1)N1CCC(CC1)(F)F)C=CN2)=O)N2CC[Si](CC2)(C)C)(=O)=O)=O.C(C=C)(=O)OC(CC[Si](OCC)(OCC)C)CCCCC